((4R,5R)-5-(2-aminophenyl)-2-methyl-1,3-dioxolan-4-yl)methanol NC1=C(C=CC=C1)[C@@H]1[C@H](OC(O1)C)CO